CC1(CCC(CC1)NC1=NN2C(C=N1)=C(C=C2)C=2C=C1C=CC=NC1=CC2)NC 1,N1-dimethyl-N4-(5-(quinolin-6-yl)pyrrolo[2,1-f][1,2,4]triazin-2-yl)cyclohexane-1,4-diamine